6-bromo-4-methoxypyridin BrC1=CC(=CC=N1)OC